N,N'-(2,2'-dimethyl-[1,1'-biphenyl]-3,3'-diyl)bis(5-(((2-hydroxyethyl)amino)methyl)-4-methylpicolinamide) CC1=C(C=CC=C1NC(C1=NC=C(C(=C1)C)CNCCO)=O)C1=C(C(=CC=C1)NC(C1=NC=C(C(=C1)C)CNCCO)=O)C